diethyldiphenyl-molybdenum C(C)[Mo](C1=CC=CC=C1)(C1=CC=CC=C1)CC